1,2-dichloro-2,2-difluoroethane ClCC(F)(F)Cl